C12C(CC(C=C1)C2)COCC2OC2 2-[(bicyclo[2.2.1]hept-5-en-2-ylmethoxy)methyl]oxirane